1-oxaspiro[2.5]octan O1CC12CCCCC2